NCCCNC1=NC(=NC(=C1)C)NC(=O)NC=1C=CC2=C(C=CO2)C1 1-(4-((3-aminopropyl)amino)-6-methylpyrimidin-2-yl)-3-(benzofuran-5-yl)urea